FC(OC1=CC=C2C(=NC=NC2=C1)O[C@@H]1CC[C@H](CC1)N1C(N(CC1=O)C=1C=NC=C(C1)C(F)(F)F)=O)(F)F 3-(trans-4-{[7-(trifluoromethoxy)-4-quinazolinyl]oxy}cyclohexyl)-1-[5-(trifluoromethyl)-3-pyridinyl]-2,4-imidazolidinedione